ClC1=C(C2=C(SC3=C2N=CN=C3NC3CN(C3)C3=CC(=NC=C3)C3(CCC3)O)N=C1C)C 1-[4-[3-[(8-chloro-7,9-dimethyl-pyrido[3',2':4,5]thieno[3,2-d]pyrimidin-4-yl)amino]azetidin-1-yl]-2-pyridinyl]cyclobutanol